2-(trifluoromethyl)-5-(3-(trifluoromethoxy)phenyl)-N-(3-(3,3,3-trifluoro-2-hydroxy-2-methylpropyl)-1,2,4-thiadiazol-5-yl)furan-3-carboxamide FC(C=1OC(=CC1C(=O)NC1=NC(=NS1)CC(C(F)(F)F)(C)O)C1=CC(=CC=C1)OC(F)(F)F)(F)F